3-oxo-3-(2,7-diazaspiro[3.5]nonan-2-yl)prop-1-ene O=C(C=C)N1CC2(C1)CCNCC2